C(C1=CC=CC=C1)NCCN1N=CC(=C1)C=1C=NC2=CC=C(N=C2C1)C=1C(=NNC1)C1=C(C=CC(=C1)Cl)F N-benzyl-2-[4-[6-[3-(5-chloro-2-fluoro-phenyl)-1H-pyrazol-4-yl]-1,5-naphthyridin-3-yl]pyrazol-1-yl]ethanamine